8-bromo-2-[(4-methoxyphenyl)methyl]-1,2,3,4-tetrahydroisoquinolin-1-one BrC=1C=CC=C2CCN(C(C12)=O)CC1=CC=C(C=C1)OC